C(#N)C1=NC2=CC(=CC(=C2N=C1N1[C@H]2CC(C[C@@H]1CC2)C=2C=NN(C2)C)[C@@H](C)NC2=C(C(=O)O)C=CC=C2)C 2-(((1R)-1-(2-cyano-7-methyl-3-((1R,5S)-3-(1-methyl-1H-pyrazol-4-yl)-8-azabicyclo[3.2.1]octan-8-yl)quinoxalin-5-yl)ethyl)amino)benzoic acid